FC1=C(C=CC(=C1)F)[C@@H]1N(OCC1)C1=CC(=NC=N1)NC=1C(=CC(=C(C1)NC(C=C)=O)N1CCC(CC1)N1CCN(CC1)CCN(C)C)OC N-(5-((6-((R)-3-(2,4-difluorophenyl)isoxazolidine-2-yl)pyrimidine-4-yl)amino)-2-(4-(4-(2-(dimethylamino)ethyl)piperazine-1-yl)piperidine-1-yl)-4-methoxyphenyl)acrylamide